NCC1(CCN(CC1)C=1C(=NC(=C(N1)C)C1=C(C(=CC=C1)Cl)Cl)CO)CC=1N=CNCC1 (3-(4-(aminomethyl)-4-((1,6-dihydropyrimidin-4-yl)methyl)piperidin-1-yl)-6-(2,3-dichlorophenyl)-5-methylpyrazin-2-yl)methanol